N-(5-Chloro-6-methoxypyridin-3-yl)-1-(isochinolin-4-yl)-5-(trifluoromethyl)-1H-pyrazol-4-carboxamid ClC=1C=C(C=NC1OC)NC(=O)C=1C=NN(C1C(F)(F)F)C1=CN=CC2=CC=CC=C12